CNCC(=O)OCC ethyl 2-(methylamino)acetate